2-(2-fluoro-5-isopropyl-8-oxothieno[2',3':4,5]pyrrolo[1,2-d][1,2,4]triazin-7(8H)-yl)-N-(pyrimidin-4-yl)acetamide FC1=CC2=C(C=C3N2C(=NN(C3=O)CC(=O)NC3=NC=NC=C3)C(C)C)S1